N-tert-butyl-4-[[2-[5-chloro-4-[(3,3-difluoropyrrolidin-1-yl)methyl]-2-hydroxy-phenyl]acetyl]amino]pyridine-2-carboxamide C(C)(C)(C)NC(=O)C1=NC=CC(=C1)NC(CC1=C(C=C(C(=C1)Cl)CN1CC(CC1)(F)F)O)=O